(E)-4-Aminocinnamic acid ethyl ester C(C)OC(\C=C\C1=CC=C(C=C1)N)=O